ClC=1C=C2C(=CN1)N(C(=C2)C=2C(=NC(=NC2OC)C(F)F)OC)C 5-chloro-2-(2-(difluoromethyl)-4,6-dimethoxypyrimidin-5-yl)-1-methyl-1H-pyrrolo[2,3-c]pyridine